NC1=NC(=CC(=N1)N1CCC2(C[C@H](NC2)C(=O)O)CC1)O[C@@H](C(F)(F)F)C1=CC=C(C=C1)C1=CC=C(C=C1)S(N)(=O)=O (S)-8-(2-amino-6-((R)-2,2,2-trifluoro-1-(4'-sulfamoyl-[1,1'-biphenyl]-4-yl)ethoxy)pyrimidin-4-yl)-2,8-diazaspiro[4.5]decane-3-carboxylic acid